Sodium propylphosphonate C(CC)P([O-])([O-])=O.[Na+].[Na+]